N[C@@H]1C2=CC=CC=C2CC12CCN(CC2)C=2C(=NC(=CN2)C#CCN2C=CC1=CC=CC=C21)CO (S)-(3-(1-amino-1,3-dihydrospiro[inden-2,4'-piperidin]-1'-yl)-6-(3-(indol-1-yl)prop-1-yn-1-yl)pyrazin-2-yl)methanol